2-(1-nitrocyclohexyl)-acetic acid ethyl ester C(C)OC(CC1(CCCCC1)[N+](=O)[O-])=O